formyl-cyclohexylamine C(=O)NC1CCCCC1